NC1=C(C=C(C=C1)CCCN1[C@@H](C(N(CC1)C)=O)C)F (R)-4-(3-(4-amino-3-fluorophenyl)propyl)-1,3-dimethylpiperazin-2-one